C(C)(C)(C)C=1C=C(C=C(C1)O)NC(=O)C=1N=NN(C1C)C1=C(C=CC(=C1)C)OC N-(3-(tert-butyl)-5-hydroxyphenyl)-1-(2-methoxy-5-methylphenyl)-5-methyl-1H-1,2,3-triazole-4-carboxamide